4-methyl-3-isocyanatobenzenesulfonanilide CC1=C(C=C(C=C1)S(=O)(=O)NC1=CC=CC=C1)N=C=O